ClC1=C(C=CC=C1)C1=CC(=C(C=C1)C(=O)NC=1C=NC(=C(C1)Cl)N1N=CC=N1)Cl 2',3-dichloro-N-(5-chloro-6-(2H-1,2,3-triazol-2-yl)pyridin-3-yl)-[1,1'-biphenyl]-4-formamide